2-methyl-3-oxo-2,3-dihydropyridazine-4-sulfonyl chloride CN1N=CC=C(C1=O)S(=O)(=O)Cl